C1(CC1)CN1C(=CC2=CC(=CC(=C12)C1=C(C=CC=C1)OC)C(=O)N1CCN(CC1)C1=NC=C(C=C1OC)F)C=1CNCCC1 (1-(Cyclopropylmethyl)-7-(2-methoxyphenyl)-2-(1,2,5,6-tetrahydropyridin-3-yl)-1H-indol-5-yl)(4-(5-fluoro-3-methoxypyridin-2-yl)piperazin-1-yl)methanone